ClC=1C(=NC(=NC1)NC=1C=C(C=NC1)N1C(C2(CC1)CCN(CC2)CCC2CCNCC2)=O)N2CCCCC2 2-(5-((5-chloro-4-(piperidin-1-yl)pyrimidin-2-yl)amino)pyridin-3-yl)-8-(2-(piperidin-4-yl)ethyl)-2,8-diazaspiro[4.5]decan-1-one